ClC=1C=C(C2=C(NC(NC2=O)=O)N1)C 7-chloro-5-methylpyrido[2,3-d]pyrimidine-2,4(1H,3H)-dione